ClC=1C=C(C=C(C1OC1=NNC(C2=CC=CC=C12)=O)Cl)N1N=C(C(NC1=O)=O)C#N 2-(3,5-dichloro-4-((4-oxo-3,4-dihydrophthalazin-1-yl)oxy)phenyl)-3,5-dioxo-2,3,4,5-tetrahydro-1,2,4-triazine-6-nitrile